C(C)(C)(C)OC(=O)N1[C@@H](CN(CC1)C1=NC(=NC2=C(C(=C(C=C12)Cl)C1=C2C=NNC2=CC=C1C)OC1CC1)OC[C@H]1N(CCC1)C)C (2R)-4-(6-chloro-8-cyclopropoxy-7-(5-methyl-1H-indazol-4-yl)-2-((((S)-1-methylpyrrolidin-2-yl))methoxy)quinazolin-4-yl)-2-methylpiperazine-1-carboxylic acid tert-butyl ester